C(C)(C)(C)OC(=O)NC=1C=C(C(=O)OC)C=C(N1)C methyl 2-((tert-butoxycarbonyl)amino)-6-methylisonicotinate